2-(2-oxo-3-(quinolin-2-yloxy)pyrrolidin-1-yl)benzonitrile O=C1N(CCC1OC1=NC2=CC=CC=C2C=C1)C1=C(C#N)C=CC=C1